ClC=1C(=CC(=C(C1)NC1=NC(=NC=N1)NC=1C(=CC(=C(C1)NC(C=C)=O)N1C[C@H](CC1)N(C)C)OC)C(C)(C)O)F (S)-N-(5-(4-(5-chloro-4-fluoro-2-(2-hydroxypropan-2-yl)phenylamino)-1,3,5-triazin-2-ylamino)-2-(3-(dimethylamino)pyrrolidin-1-yl)-4-methoxyphenyl)acrylamide